C(C(C)(C)C)[C@H]1[C@@H](CN(C=C1)C(=O)OC(C)(C)C)[N+](=O)[O-] (3S,4R)-tert-butyl 4-neopentyl-3-nitro-3,4-dihydropyridine-1(2H)-carboxylate